(7S)-2-Benzyl-7-methyl-3-[(1S,3S)-3-(1H-1,2,3,4-tetrazol-5-yl)cyclohexyl]-3H,6H,7H,8H,9H-imidazo[4,5-f]chinolin C(C1=CC=CC=C1)C=1N(C=2C(=C3CC[C@@H](NC3=CC2)C)N1)[C@@H]1C[C@H](CCC1)C1=NN=NN1